ClC=1C=CC=2N(N1)C(=CN2)C=2C(=C(NC2)CC)C(=O)OC methyl 4-(6-chloroimidazo[1,2-b]pyridazin-3-yl)-2-ethyl-1H-pyrrole-3-carboxylate